Methyl 3-[(1S)-1-[[1-(tert-butoxycarbonylamino)cyclopentanecarbonyl]amino]ethyl]bicyclo[1.1.1]pentane-1-carboxylate C(C)(C)(C)OC(=O)NC1(CCCC1)C(=O)N[C@@H](C)C12CC(C1)(C2)C(=O)OC